C(N)(=O)C=1C=C(C=C(C1O)Cl)S(=O)(=O)Cl 3-carbamoyl-5-chloro-4-hydroxybenzenesulfonyl chloride